CC1=C(C=C(C=N1)C(=O)N)C=1SC=CC1 6-methyl-5-thiophen-2-ylpyridine-3-carboxamide